N(=[N+]=[N-])CC1=CC=C(C=C1)C=1OC(=NN1)C(F)F 2-(4-(azidomethyl)-phenyl)-5-(difluoromethyl)-1,3,4-oxadiazole